FC([C@@](C(=O)N1CCOC2=C(C1)C=NC=C2C#N)(CC)C)F |r| Racemic-4-(2-(difluoromethyl)-2-methylbutanoyl)-2,3,4,5-tetrahydropyrido[3,4-f][1,4]oxazepine-9-carbonitrile